tert-butyl (S)-2-(4-(1H-pyrazol-4-yl)indoline-1-carbonyl)pyrrolidine-1-carboxylate N1N=CC(=C1)C1=C2CCN(C2=CC=C1)C(=O)[C@H]1N(CCC1)C(=O)OC(C)(C)C